chloro-5'-methoxy-6-methyl-(4,4'-bipyridine)-3-carboxylic acid ClC1=NC(=CC(=C1C(=O)O)C1=CC=NC=C1OC)C